(S)-3-(3-Cyano-1H-pyrrol-1-yl)-N-(4-cyano-3-(trifluoromethyl)phenyl)-2-hydroxy-2-methylpropanamide C(#N)C1=CN(C=C1)C[C@](C(=O)NC1=CC(=C(C=C1)C#N)C(F)(F)F)(C)O